(1S,6R)-2,2,6-trimethylcyclohexanecarboxylic acid CC1([C@H]([C@@H](CCC1)C)C(=O)O)C